NC1=C(C(=CC=C1)Cl)C(=O)C1=NC=CC=C1Cl (2-amino-6-chloro-phenyl)-(3-chloro-2-pyridyl)methanone